(S)-4-amino-7-fluoro-N,1-dimethyl-N-(6-(pyridin-3-ylethynyl)-2,3-dihydrobenzofuran-3-yl)-1H-pyrazolo[4,3-c]quinoline-8-carboxamide NC1=NC=2C=C(C(=CC2C2=C1C=NN2C)C(=O)N([C@@H]2COC1=C2C=CC(=C1)C#CC=1C=NC=CC1)C)F